1-phenyl-3-(pyrazole-4-yl)prop-2-ene-1-one C1(=CC=CC=C1)C(C=CC=1C=NNC1)=O